BrC1=C2C=CC=C(C2=CC=C1)C1=NC2=C(N1C1=CC=CC3=CC=CC=C13)C=CC=C2 2-(5-bromonaphthalen-1-yl)-1-(naphthalen-1-yl)-1H-benzimidazole